2-((S)-1-propenoyl-4-(7-(8-chloronaphthalen-1-yl)-2-(((S)-1-methylpyrrolidin-2-yl)methoxy)-5,6,7,8-tetrahydro-1,7-naphthyridin-4-yl)piperazin-2-yl)acetonitrile C(C=C)(=O)N1[C@H](CN(CC1)C1=CC(=NC=2CN(CCC12)C1=CC=CC2=CC=CC(=C12)Cl)OC[C@H]1N(CCC1)C)CC#N